2-Methyl-7-(1-(4-methylbenzyl)piperidin-3-yl)-3-(pyridin-4-yl)pyrazolo[1,5-a]pyrimidine CC1=NN2C(N=CC=C2C2CN(CCC2)CC2=CC=C(C=C2)C)=C1C1=CC=NC=C1